2-{2-[(S)-Amino(4,4-difluorocyclohexyl)methyl]imidazo[1,2-b]pyridazin-7-yl}-4,4-difluoro-N-(2,2,2-trifluoroethyl)butanamide N[C@H](C=1N=C2N(N=CC(=C2)C(C(=O)NCC(F)(F)F)CC(F)F)C1)C1CCC(CC1)(F)F